4,6-bis[2-(2-pyridinyl)ethylthio]-1,3,5-triazin-2-amine N1=C(C=CC=C1)CCSC1=NC(=NC(=N1)SCCC1=NC=CC=C1)N